ClC=1C=CC(=NC1)[C@@H](C(F)(F)F)C1(CCNCC1)O 4-[(1R)-1-(5-chloro-2-pyridyl)-2,2,2-trifluoro-ethyl]piperidin-4-ol